C1(CC1)C1=CC(=C(C(=O)O)C=C1C(=O)OC)CC 4-cyclopropyl-2-ethyl-5-(methoxycarbonyl)benzoic acid